tert-butyl-(1R,5S,6r)-6-((R)-2-methylpyrrolidine-1-carbonyl)-3-azabicyclo[3.1.0]hexane-3-carboxylate C(C)(C)(C)OC(=O)N1C[C@H]2C([C@H]2C1)C(=O)N1[C@@H](CCC1)C